4-cyclobutylmethyl-4-(2-naphthyl)-1,3-benzoxazine-2(4H)-one C1(CCC1)CC1(NC(OC2=C1C=CC=C2)=O)C2=CC1=CC=CC=C1C=C2